(2-amino-3-methylquinolin-6-yl)(2-(benzo[d]thiazol-5-yl)-6-methylpiperidin-1-yl)methanone NC1=NC2=CC=C(C=C2C=C1C)C(=O)N1C(CCCC1C)C=1C=CC2=C(N=CS2)C1